1,2-bis(4-fluorophenyl)-2-hydroxyethanone FC1=CC=C(C=C1)C(C(O)C1=CC=C(C=C1)F)=O